NC1=NC=C(C2=C1C(=C(N2C)C2=CC=C(C=C2)NC(C(=C)F)=O)C2=CC(=C(C=C2)C(=O)NCC(F)(F)F)Cl)C#CC(=O)O 3-[4-amino-3-(3-chloro-4-{[(2,2,2-trifluoroethyl)amino]carbonyl}phenyl)-2-{4-[(2-fluoroacrylamido)]phenyl}-1-methylpyrrolo[3,2-c]pyridin-7-yl]prop-2-ynoic acid